9-Benzyl-8-bromo-6-(1-methylcyclopropoxy)-9H-purineamide C(C1=CC=CC=C1)N1C2=NC(=NC(=C2N=C1Br)OC1(CC1)C)C(=O)N